FC=1C=C(C=CC1)NC1=NC2=CC=CC=C2C(=N1)NCCN1CCN(CC1)C N2-(3-fluorophenyl)-N4-(2-(4-methylpiperazin-1-yl)ethyl)quinazoline-2,4-diamine